FC(C1=CC=2C[C@H]3OCCN[C@H]3C2C=C1)(F)F |r| (Rac)-(4aS,9aR)-7-(trifluoromethyl)-2,3,4,4a,9,9a-hexahydroindeno[2,1-b][1,4]oxazine